O1C=C(C2=C1C=CC=C2)C[C@H](NS(=O)(=O)CC2=C(C=CC(=C2)C)[N+](=O)[O-])B(O)O (R)-2-(benzofuran-3-yl)-1-((5-methyl-2-nitrophenyl)methylsulfonylamino)ethylboronic acid